nickel-chromium alloyl-nickel C(C=C)(=O)[Ni].[Cr].[Ni]